6-chloro-N-(4-fluorobenzyl)-1-isopropyl-3-methyl-1H-pyrazolo[3,4-d]pyrimidin-4-amine ClC1=NC(=C2C(=N1)N(N=C2C)C(C)C)NCC2=CC=C(C=C2)F